1,3-bis(methacryloyloxy)-2-trimethylsilyloxypropane C(C(=C)C)(=O)OCC(COC(C(=C)C)=O)O[Si](C)(C)C